FC1=C2C=CN(C2=C(C=C1)C)C(C(NC1=CC=CC=C1)=O)C1=NC=CC=C1 4-fluoro-7-methyl-N-(2-oxo-2-(phenylamino)-1-(pyridin-2-yl)ethyl)-1H-indole